7-methoxy-1-(4-(methylamino)phenyl)isoquinolin-6-ol COC1=C(C=C2C=CN=C(C2=C1)C1=CC=C(C=C1)NC)O